3-isopropyl-5-(1-(5-(6-(methylsulfonyl)pyridin-3-yl)thiazolo[5,4-b]pyridin-2-yl)piperidin-4-yl)-1,2,4-oxadiazol C(C)(C)C1=NOC(=N1)C1CCN(CC1)C=1SC2=NC(=CC=C2N1)C=1C=NC(=CC1)S(=O)(=O)C